FCCN1C=CC2=CC=CC=C12 1-(2-fluoroethyl)-1H-indole